benzotriazol-1-yl-oxy-tripyrrolidinophosphorus N1(N=NC2=C1C=CC=C2)O[P](N2CCCC2)(N2CCCC2)N2CCCC2